ClC1=C(C=CC=C1)[C@H]1N(CCC1)C=1N=CC(=NC1C)C(=O)N[C@H](C)\C=C\S(=O)(=O)C 5-((S)-2-(2-Chlorophenyl)pyrrolidin-1-yl)-6-methyl-N-((R,E)-4-(methylsulfonyl)but-3-en-2-yl)pyrazine-2-carboxamide